3-(tert-butylamino)-1-[6-(5-hydroxy-2-methyl-1,3-benzoxazol-6-yl)pyridazin-3-yl]pyrrolidin-2-one C(C)(C)(C)NC1C(N(CC1)C=1N=NC(=CC1)C1=CC2=C(N=C(O2)C)C=C1O)=O